(R)-N-(3-((4-amino-1-ethyl-1H-pyrazolo[3,4-d]pyrimidin-3-yl)ethynyl)-4-methylphenyl)-3-(3-chloro-4-fluorophenyl)isoxazolidin-2-carboxamide NC1=C2C(=NC=N1)N(N=C2C#CC=2C=C(C=CC2C)NC(=O)N2OCC[C@@H]2C2=CC(=C(C=C2)F)Cl)CC